N-methyl-L-leucyl-L-isoleucyl-O-benzyl-L-serine CN[C@@H](CC(C)C)C(=O)N[C@@H]([C@@H](C)CC)C(=O)N[C@@H](COCC1=CC=CC=C1)C(=O)O